ClC=1C=C(C=CC1F)N(C(=O)[C@H]1N(C[C@H](C1)C(=O)NC1=NNC=C1)C1=NC(=CC(=C1)C(F)(F)F)C)C (2s,4s)-N2-(3-chloro-4-fluorophenyl)-N2-methyl-1-[6-methyl-4-(trifluoromethyl)pyridin-2-yl]-N4-(1H-pyrazol-3-yl)pyrrolidine-2,4-dicarboxamide